(E)-2-fluorobenzaldehyde O-(2-chloro-6-((4,6-dimethoxypyrimidine-2-yl)thio)benzoyl) oxime ClC1=C(C(=O)O\N=C\C2=C(C=CC=C2)F)C(=CC=C1)SC1=NC(=CC(=N1)OC)OC